6-(4-chlorophenyl)-2-phenyl-benzoxazole ClC1=CC=C(C=C1)C1=CC2=C(N=C(O2)C2=CC=CC=C2)C=C1